5-(2-fluoro-3-methoxyphenyl)-3-{[2-fluoro-6-(trifluoromethyl)phenyl]methyl}-4-methyl-2,6-dioxo-3,6-dihydropyrimidin FC1=C(C=CC=C1OC)C1=C(N(C(NC1=O)=O)CC1=C(C=CC=C1C(F)(F)F)F)C